5-((4-(trifluoromethyl)phenoxy)methyl)-1,3,4-thiadiazol-2-amine FC(C1=CC=C(OCC2=NN=C(S2)N)C=C1)(F)F